3-chloro-2-(3,5-dimethyl-1H-pyrazol-1-yl)-4-iodopyridine ClC=1C(=NC=CC1I)N1N=C(C=C1C)C